(butylamino)-2-methyl-N-(5-nitrothiazol-2-yl)benzamide C(CCC)NC=1C(=C(C(=O)NC=2SC(=CN2)[N+](=O)[O-])C=CC1)C